tert-butyl 4-{1-[2-(methanesulfonyloxy)ethyl]piperidin-4-yl}-3-oxopiperazine-1-carboxylate CS(=O)(=O)OCCN1CCC(CC1)N1C(CN(CC1)C(=O)OC(C)(C)C)=O